5-[2-ethyl-6-[4-[[2-(5-oxa-2,8-diazaspiro[3.5]nonan-2-yl)pyrimidin-5-yl]methyl]piperazin-1-yl]-3-pyridyl]-1,3-dimethyl-pyridin-2-one C(C)C1=NC(=CC=C1C=1C=C(C(N(C1)C)=O)C)N1CCN(CC1)CC=1C=NC(=NC1)N1CC2(C1)OCCNC2